(3S,10S,14S)-1-[(1r,4S)-4-(aminomethyl)cyclohexyl]-3-[(1-bromonaphthalen-2-yl)methyl]-1,4,12-trioxo-2,5,11,13-tetraazahexadecane-10,14,16-tricarboxylic acid NCC1CCC(CC1)C(N[C@H](C(NCCCC[C@H](NC(N[C@@H](CCC(=O)O)C(=O)O)=O)C(=O)O)=O)CC1=C(C2=CC=CC=C2C=C1)Br)=O